C(C)(C)(C)OC(=O)N[C@H](C(=O)O)CC1=CC=CC=2B(NCC21)O (S)-2-((tert-butoxycarbonyl)amino)-3-(1-hydroxy-2,3-dihydro-1H-benzo[c][1,2]azaborol-4-yl)propanoic acid